C(CCCCCCCCC)C[SiH](Cl)Cl 1-decylmethyl-dichlorosilane